1-(5-phenyl-4,5,6,7-tetrahydrobenzothien-5-yl)pyrrolidine C1(=CC=CC=C1)C1(CCC2=C(C=CS2)C1)N1CCCC1